BrC1=NN(C=C1CN1C=NC(=C1)CC)C 3-bromo-4-[(4-ethylimidazol-1-yl)methyl]-1-methylpyrazole